sodium 4-hydroxytetradecanoate OC(CCC(=O)[O-])CCCCCCCCCC.[Na+]